CC(C)(C)OC(COCCC)C 2-methyl-2-(1-methyl-2-propoxy-ethoxy)propane